16-fluoro-19,19-dimethyl-21-oxa-14λ6-thia-13,18,23,27-tetraazapentacyclo[20.3.1.115,18.02,10.05,9]heptacosa-1(25),2,4,9,15(27),16,22(26),23-octaene-12,14,14-trione FC=1C=2S(NC(CC3=C4CCCC4=CC=C3C3=CC=NC(OCC(N(C1)N2)(C)C)=C3)=O)(=O)=O